2,4-diamino-6-(trifluoromethyl)nicotinic acid NC1=C(C(=O)O)C(=CC(=N1)C(F)(F)F)N